2H-chromene-8-carboxaldehyde hydrochloride Cl.O1CC=CC2=CC=CC(=C12)C=O